tris-hydroxymethane OC(O)O